(R)-N-(2-(4-(4-isopropylpiperazin-1-yl)piperidin-1-yl)-4-meth-oxy-5-((6-(3-(3-phenoxyphenyl)-isoxazolidin-2-yl)-pyrimidin-4-yl)-amino)phenyl)-acrylamide C(C)(C)N1CCN(CC1)C1CCN(CC1)C1=C(C=C(C(=C1)OC)NC1=NC=NC(=C1)N1OCC[C@@H]1C1=CC(=CC=C1)OC1=CC=CC=C1)NC(C=C)=O